bis(2-hexyldecyl) 6,6'-(butane-1,4-diylbis((3-(1,3-dioxoisoindolin-2-yl)propyl)azanediyl))dihexanoate C(CCCN(CCCN1C(C2=CC=CC=C2C1=O)=O)CCCCCC(=O)OCC(CCCCCCCC)CCCCCC)N(CCCN1C(C2=CC=CC=C2C1=O)=O)CCCCCC(=O)OCC(CCCCCCCC)CCCCCC